C(C1=CC=CC=C1)[C@@H]1N(CC[C@@H]1O)C1=NC(=CC(=N1)OCC1=CC=C(C=C1)OC)N1CCOCC1 (2S,3S)-2-benzyl-1-(4-((4-methoxybenzyl)oxy)-6-morpholinopyrimidin-2-yl)pyrrolidin-3-ol